N1C=C(C2=CC=CC=C12)C=1NC(=C(N1)C(=O)C1=CC(=C(C(=C1)OC([2H])([2H])[2H])OC)OC)[2H] (2-(1H-indol-3-yl)-1H-imidazol-4-yl-5-d)(3,4-dimethoxy-5-(methoxy-d3)phenyl)methanone